N,N-diethylchloroformyl-amine C(C)N(CC)C(=O)Cl